(3R)-3-amino-5-[(4-chlorophenyl)methyl]-8-fluoro-7-[5-(5-meth-ylsulfonyl-5-azaspiro-[2.4]heptan-7-yl)-1,3,4-oxadiazol-2-yl]-1,1-dioxo-2,3-dihydro-1λ6,5-benzothiazepin-4-one N[C@H]1CS(C2=C(N(C1=O)CC1=CC=C(C=C1)Cl)C=C(C(=C2)F)C=2OC(=NN2)C2CN(CC21CC1)S(=O)(=O)C)(=O)=O